BrC=1N=C(N2C1C(=NC=C2)Cl)CCCOC 1-Bromo-8-chloro-3-(3-methoxypropyl)imidazo[1,5-a]pyrazine